benzo[b]triphenylene C1=CC=CC2=C3C=CC=CC3=C3C=C4C(=CC3=C12)C=CC=C4